C(C)(C)C1=CC(=NN1)NC1=CN=C2C(=N1)N(N=C2)C[C@@H]2COCC2 (R)-N-(5-isopropyl-1H-pyrazol-3-yl)-1-((tetrahydrofuran-3-yl)methyl)-1H-pyrazolo[3,4-b]pyrazin-6-amine